tert-butyl (S)-4-(8-chloro-5-(8-chloronaphthalen-1-yl)-3,4-dihydro-2H-pyrano[2,3-f]quinazolin-10-yl)-2-(cyanomethyl)piperazine-1-carboxylate ClC1=NC2=CC(=C3C(=C2C(=N1)N1C[C@@H](N(CC1)C(=O)OC(C)(C)C)CC#N)OCCC3)C3=CC=CC1=CC=CC(=C31)Cl